C(C)C1OC(OC1CO)=O 4-ethyl-5-(hydroxymethyl)-1,3-dioxolan-2-one